Br(=O)(=O)O.BrC=1C(=NC2=CC=CC=C2C1)NCCC 3-bromoquinolinyl-propylamine bromate